C1N(CC2=CC=CC=C12)CC1=CC(C(=CO1)OCC1CCN(CC1)C(=O)OC1CN(C1)S(=O)(=O)C)=O 1-(methylsulfonyl)azetidin-3-yl 4-(((6-(isoindolin-2-ylmethyl)-4-oxo-4H-pyran-3-yl)oxy)methyl)piperidine-1-carboxylate